OC1=C(C=CC(=C1)C)NC(=O)C1CCC(CC1)N1C(C2=CC=CC(=C2C1)C)=O (1s,4s)-N-(2-Hydroxy-4-methylphenyl)-4-(4-methyl-1-oxoisoindolin-2-yl)cyclohexanecarboxamide